ClC1=CC=C(C=C1)C1=C(C=CC=C1)CN1CC2C(C1)CN(C2)CC=2C=C1CN(C(C1=CC2)=O)C2C(NC(CC2)=O)=O 3-(5-((5-((4'-chloro-[1,1'-biphenyl]-2-yl)methyl)hexahydropyrrolo[3,4-c]pyrrole-2(1H)-yl)methyl)-1-oxoisoindolin-2-yl)piperidine-2,6-dione